ClC1=NC=C(C(=C1)NCC1(CC1)COC1=C(C=NN1C)C1=NC=CC(=N1)N)C#CC=1C=NN(C1)C 2-(5-((1-(((2-Chloro-5-((1-methyl-1H-pyrazol-4-yl)ethynyl)pyridin-4-yl)amino)methyl)cyclopropyl)methoxy)-1-methyl-1H-pyrazol-4-yl)pyrimidin-4-amine